3-((5-Bromo-3-chloro-2-hydroxyphenyl)sulfonamido)-5-cyclopropyl-6-fluoro-2-hydroxy-N-(2-morpholinoethyl)benzamide BrC=1C=C(C(=C(C1)S(=O)(=O)NC=1C(=C(C(=O)NCCN2CCOCC2)C(=C(C1)C1CC1)F)O)O)Cl